[Ca+2].CN1C=2C(NC(=NC2NCC1CNC1=CC=C(C(N[C@@H](CCC(=O)[O-])C(=O)O)=O)C=C1)N)=O.CN1C=2C(NC(=NC2NCC1CNC1=CC=C(C(N[C@@H](CCC(=O)[O-])C(=O)O)=O)C=C1)N)=O L-5-methyltetrahydrofolate calcium salt